tert-butyl (2-(bis(pyridin-2-ylmethyl)amino)ethyl)carbamate N1=C(C=CC=C1)CN(CCNC(OC(C)(C)C)=O)CC1=NC=CC=C1